tri(xylyl)phosphonium C1(=C(C(=CC=C1)C)C)[PH+](C1=C(C(=CC=C1)C)C)C1=C(C(=CC=C1)C)C